C1(CCCC1)C1=C(C=NC=2N1N=CC2)NC(=O)NC=2C=NC(=C(C2)C)C=2OC(=NN2)CCCCCC(=O)N2CCN(CC2)C=2C=C1CN(C(C1=CC2)=O)C2C(NC(CC2)=O)=O 1-(7-cyclopentylpyrazolo[1,5-a]pyrimidin-6-yl)-3-[6-[5-[6-[4-[2-(2,6-dioxo-3-piperidyl)-1-oxo-isoindolin-5-yl]piperazin-1-yl]-6-oxo-hexyl]-1,3,4-oxadiazol-2-yl]-5-methyl-3-pyridyl]urea